6-ethyl-5-isobutyl-3-[3-[2-[[2-(methylamino)acetyl]amino]ethyl]anilino]pyrazine-2-carboxamide hydrochloride Cl.C(C)C1=C(N=C(C(=N1)C(=O)N)NC1=CC(=CC=C1)CCNC(CNC)=O)CC(C)C